SCC beta-mercaptoethane